FC=1C=C(C=C(C1O)F)C1=CC=CC=C1 3',5'-difluoro-4'-hydroxy-[1,1'-biphenyl]